6-acetyl-8-cyclopentyl-5-methyl-2-(1,2,3,4-tetrahydroisoquinolin-6-ylamino)pyrido[2,3-d]pyrimidin-7-one C(C)(=O)C1=C(C2=C(N=C(N=C2)NC=2C=C3CCNCC3=CC2)N(C1=O)C1CCCC1)C